OC(CCCCCCCCCCCCCCCCCCCC(=O)O)CCC(CCCCC)O 21,24-Dihydroxynonacosanoic acid